FC(C1=CC=C(CN)C=C1)(F)F 4-trifluoromethyl-benzylamine